N-[(2-chlorophenyl)methyl]-1-(4-fluorophenyl)-5-oxopyrrolidine-3-carboxamid ClC1=C(C=CC=C1)CNC(=O)C1CN(C(C1)=O)C1=CC=C(C=C1)F